CN(C1=CC=C(CN2CCC(CC2)C=2C(=C3CN(C(C3=CC2F)=O)C2C(NC(CC2)=O)=O)F)C=C1)C 3-(5-(1-(4-(dimethylamino)benzyl)piperidin-4-yl)-4,6-difluoro-1-oxoisoindolin-2-yl)piperidine-2,6-dione